2-amino-N-((6-methoxy-3-pyridazinyl)methyl)-3-methyl-N-((1R)-1-(2-pyrimidinyl)ethyl)-6-quinolinecarboxamide NC1=NC2=CC=C(C=C2C=C1C)C(=O)N([C@H](C)C1=NC=CC=N1)CC=1N=NC(=CC1)OC